((2R,3S,4R,5R)-5-(4-aminopyrrolo[2,1-f][1,2,4]triazin-7-yl)-5-cyano-3,4-dihydroxytetrahydrofuran-2-yl)methyl ((3-cyanobicyclo[1.1.1]pentan-1-yl)methyl) carbonate C(OC[C@H]1O[C@@]([C@@H]([C@@H]1O)O)(C#N)C1=CC=C2C(=NC=NN21)N)(OCC21CC(C2)(C1)C#N)=O